FC1=NC(=C2N=CNC2=N1)NC(CCCCCCC)=O 2-fluoro-6-octanamido-9H-purin